(S)-4-(benzyloxy)-7-(7-methylnaphthalen-1-yl)-2-((1-methylpyrrolidin-2-yl)methoxy)-5,6,7,8-tetrahydropyrido[3,4-d]pyrimidine C(C1=CC=CC=C1)OC=1C2=C(N=C(N1)OC[C@H]1N(CCC1)C)CN(CC2)C2=CC=CC1=CC=C(C=C21)C